ClC1=NS(C2=C1C=C(C=C2OC)C)(=O)=O 3-chloro-7-methoxy-5-methyl-1,2-benzothiazol-1,1-dioxide